COC=1C=C(CN2N=CC3=C(C2=O)N(C2=C3SC(=N2)S(=O)C)C)C=CC1 6-(3-methoxybenzyl)-4-methyl-2-(methylsulfinyl)-4,6-dihydro-5H-thiazolo[5',4':4,5]pyrrolo[2,3-d]pyridazin-5-one